6-chloro-N-(2,4-dimethoxybenzyl)-2-(1-fluoroethyl)pyrimidin-4-amine ClC1=CC(=NC(=N1)C(C)F)NCC1=C(C=C(C=C1)OC)OC